C(C1=CC=CC=C1)NC(=O)[C@H]1CC12CCN(CC2)C(=O)OC(C(F)(F)F)C(F)(F)F 1,1,1,3,3,3-hexafluoropropan-2-yl (S)-1-(benzylcarbamoyl)-6-azaspiro[2.5]octane-6-carboxylate